(1-cyclopropyl-1H-indol-3-yl)-N-(4-fluoro-2-methoxy-5-nitrophenyl)pyrimidin-2-amine C1(CC1)N1C=C(C2=CC=CC=C12)C1=NC(=NC=C1)NC1=C(C=C(C(=C1)[N+](=O)[O-])F)OC